CN1C(C2(C3=C1C=NC=1C=CC(=CC31)C=3C=C(C(=NC3)N3CCN(CC3)C)NS(=O)(=O)C)CCC2)=O N-(5-(3'-Methyl-2'-oxo-2',3'-dihydro-spiro[cyclobutane-1,1'-pyrrolo[2,3-c]quinolin]-8'-yl)-2-(4-methylpiperazin-1-yl)pyridin-3-yl)methanesulfonamide